2,3-dichloro-N-(2,4-dichlorobenzyl)maleimide (2R,3R,4S,5R,6S)-2-(but-3-en-1-ylsulfanyl)-6-formyltetrahydro-2H-pyran-3,4,5-triyltribenzoate C(CC=C)S[C@H]1O[C@@H]([C@H]([C@@H]([C@@H]1C1=C(C(=O)O)C=CC=C1)C1=C(C(=O)O)C=CC=C1)C1=C(C(=O)O)C=CC=C1)C=O.ClC=1C(=O)N(C(C1Cl)=O)CC1=C(C=C(C=C1)Cl)Cl